1,2,4-oxadiazole-3-carboxylic acid methyl ester COC(=O)C1=NOC=N1